2,4-Bis(1-phenylethyl)phenol C1(=CC=CC=C1)C(C)C1=C(C=CC(=C1)C(C)C1=CC=CC=C1)O